C(=C)OCC=1OCCN1 2-((vinyloxy)methyl)-4,5-dihydrooxazole